C(C)C(C(=O)O)(C(=O)O)CCC(C)C ethyl-(isopentyl)malonic acid